ethyl (1R,3R)-1-amino-3-hydroxycyclobutane-1-carboxylate NC1(CC(C1)O)C(=O)OCC